OCC(CC(=O)[O-])(C)C 4-hydroxy-3,3-dimethylbutyrate